BrC=1C=C(C=CC1)C1=NC2=CC=CC=C2C(=N1)C1=C(C(=C(C(=C1[2H])[2H])[2H])[2H])[2H] 2-(3-bromophenyl)-4-(phenyl-2,3,4,5,6-d5)quinazoline